S-methyl 4-[2-[(3,4-dimethylphenyl) methoxy]ethylmethyl-amino]-4-methyl-pent-2-ynethioate CC=1C=C(C=CC1C)COCCN(C(C#CC(SC)=O)(C)C)C